CN1C=CC=2C1=NC=CC2C2=CC(=NC=C2)NC(\C=C\C=2C=C(C=CC2)C)=O (E)-N-(4-(1-methyl-1H-pyrrolo[2,3-b]pyridin-4-yl)pyridin-2-yl)-3-(m-tolyl)acrylamide